methyl 3-(2-(3-(2-((S)-1-((S)-2-((S)-2-((tert-butoxycarbonyl)(methyl)amino)propanamido)-2-cyclohexylacetyl)pyrrolidin-2-yl)thiazole-4-carbonyl)phenoxy)ethoxy)propanoate C(C)(C)(C)OC(=O)N([C@H](C(=O)N[C@H](C(=O)N1[C@@H](CCC1)C=1SC=C(N1)C(=O)C=1C=C(OCCOCCC(=O)OC)C=CC1)C1CCCCC1)C)C